NC1CCCCC1 4-trans-aminocyclohexane